2-cyclopropyl-7-hydroxy-2H-indazole-5-carboxylic acid C1(CC1)N1N=C2C(=CC(=CC2=C1)C(=O)O)O